methyl 3-phenyl-1-(tetrahydro-2H-pyran-2-yl)-1H-1,2,4-triazole-5-carboxylate C1(=CC=CC=C1)C1=NN(C(=N1)C(=O)OC)C1OCCCC1